N(C1=CC=CC=C1)C1=NC(=NC=C1C)NC=1C=CC(=C(C(=O)OC)C1)Br methyl 5-[(4-anilino-5-methyl-pyrimidin-2-yl)amino]-2-bromo-benzoate